C(#N)C=1C=C(C=NC1OC(F)F)NC(=O)[C@@H]1CC(C2=C1C=NC=1N2N=C(C1F)F)(C)C (R)-N-(5-cyano-6-(difluoromethoxy)pyridin-3-yl)-2,3-difluoro-8,8-dimethyl-7,8-dihydro-6H-cyclopenta[e]pyrazolo[1,5-a]pyrimidine-6-carboxamide